Cl.NC1(C(C(CCC1)O)=O)C1=CC(=C(C=C1)OC)OC 2-amino-2-(3,4-dimethoxyphenyl)-6-hydroxycyclohexane-1-one hydrochloride